C(C)N1N=CC(=C1C1=CC=C(OCC2=NC3=CC=CC=C3C=C2)C=C1)C1=CC=NC=C1 2-[4-(2-ethyl-4-pyridin-4-yl-2H-pyrazol-3-yl)-phenoxymethyl]-quinoline